6-amino-5-(piperidin-1-yl)pyridin-2-yl(piperidin-1-yl)methanone NC1=C(C=CC(=N1)C(=O)N1CCCCC1)N1CCCCC1